(1R,5S)-8-benzyl-N-cyclopropyl-8-azabicyclo[3.2.1]octan-3-amine C(C1=CC=CC=C1)N1[C@H]2CC(C[C@@H]1CC2)NC2CC2